2-methyl-1-[(2Z)-pent-2-en-1-yl]-6,10-dioxaspiro[4.5]dec-1-en-8-one CC1=C(C2(CC1)OCC(CO2)=O)C\C=C/CC